(1R)-1-[(Dimethylamino)carbonyl]-2-methylpropyl-4-[7-(1-quinolin-6-ylethyl)imidazo[1,2-b][1,2,4]triazin-2-yl]benzamide CN(C(=O)[C@H](C(C)C)C1=C(C(=O)N)C=CC(=C1)C=1C=NC=2N(N1)C(=CN2)C(C)C=2C=C1C=CC=NC1=CC2)C